O1[C@@H](COCC1)COC1=C2C(=NC(=C1)F)C(=C(N2)C2=CC(=NC=C2)NC([C@H](CC(F)F)C2=CC=C(C=C2)F)=O)C2=NC=CC=C2 |o1:26| (2R or S)-N-{4-[7-{[(2S)-1,4-dioxan-2-yl]methoxy}-5-fluoro-3-(pyridin-2-yl)-1H-pyrrolo[3,2-b]pyridin-2-yl]pyridin-2-yl}-4,4-difluoro-2-(4-fluorophenyl)butanamide